CN1C(N(C=2N=C(N(C2C1=O)C)S(=O)(=O)CCC1=CC=CC=C1)C)=O 1,3,7-trimethyl-8-(phenethylsulfonyl)-1H-purine-2,6(3H,7H)-dione